3,4-Dimethylphenylhydrazine Hydrochloride Cl.CC=1C=C(C=CC1C)NN